(2R,1'S,3'S)-3-(2-Cyclopentyl-2-phenyl-2-hydroxyacetoxy)-1-(methoxycarbonylmethyl)-1-methylpyrrolidinium bromid [Br-].C1(CCCC1)[C@@](C(=O)OC1C[N+](CC1)(C)CC(=O)OC)(O)C1=CC=CC=C1